CC1=C(OC(C(=O)OC(C)(C)C)(C)C)C(=CC(=C1)\C=C\C(=O)C=1OC2=C(C1)C(=CC=C2)SC)C tert-butyl (E)-2-(2,6-dimethyl-4-(3-(4-(methylthio) benzofuran-2-yl)-3-oxoprop-1-en-1-yl)phenoxy)-2-methylpropanoate